2-[2-(aminomethyl)-3,3-difluoro-allyl]-4-[5-(1-ethylpyrazol-4-yl)pyrazin-2-yl]-1,2,4-triazol-3-one NCC(CN1N=CN(C1=O)C1=NC=C(N=C1)C=1C=NN(C1)CC)=C(F)F